BrC1=C(C=C(C=C1F)F)[C@@H]1C2=C(NC(=C1C(=O)OC)C)COC2=O |r| Racemic-methyl (S)-4-(2-bromo-3,5-difluorophenyl)-2-methyl-5-oxo-1,4,5,7-tetrahydrofurano[3,4-b]pyridine-3-carboxylate